1-{2-[(2R,5R)-2-(Methoxymethyl)-5-methylpiperazin-1-yl]acetyl}-3,3-dimethyl-1H,2H,3H-pyrrolo[3,2-c]pyridine-6-carbonitrile COC[C@@H]1N(C[C@H](NC1)C)CC(=O)N1CC(C=2C=NC(=CC21)C#N)(C)C